[3-[[2-chloro-4-(trifluoromethyl)phenyl]methylamino]azetidin-1-yl]-[6-[6-(trifluoromethyl)-3-pyridyl]-2-azaspiro[3.3]heptan-2-yl]methanone ClC1=C(C=CC(=C1)C(F)(F)F)CNC1CN(C1)C(=O)N1CC2(C1)CC(C2)C=2C=NC(=CC2)C(F)(F)F